1-(tert-butyl) 2-methyl 4-(prop-1-en-2-yl)-1H-pyrrole-1,2-dicarboxylate C=C(C)C=1C=C(N(C1)C(=O)OC(C)(C)C)C(=O)OC